CC1(N2C3=NC(=CC=C3C(NS(C3=CC=C(CCCCC(C1)C2)C=C3)(=O)=O)=O)N3N=C(C=C3)OCCC3(CC3)C(F)(F)F)C 12,12-Dimethyl-8-(3-{2-[1-(trifluoromethyl)cyclopropyl]ethoxy}-1H-pyrazol-1-yl)-2λ6-thia-3,9,11-triazatetracyclo[17.2.2.111,14.05,10]tetracosa-1(21),5,7,9,19,22-hexaene-2,2,4-trione